6-chloro-1,2,3,4-tetrahydroisoquinolin-8-yl-morpholine ClC=1C=C2CCNCC2=C(C1)N1CCOCC1